2-bromo-6-fluoro-3-methoxybenzaldehyde BrC1=C(C=O)C(=CC=C1OC)F